C(N)(=O)CCN(CCNC(O[C@H]1[C@@H](NC[C@H]1O)CC1=CC=C(C=C1)OC)=O)CC=1N=CNC1 (2S,3S,4R)-4-hydroxy-2-[(4-methoxyphenyl)methyl]pyrrolidin-3-yl N-{2-[(2-carbamoylethyl)(1H-imidazol-4-ylmethyl)amino]ethyl}carbamate